COC1=C2C(C=3NC4=CC=CC=C4C3C2=CC=C1)=O 7-methoxyindeno[2,1-b]indol-6(5H)-one